3-(2,5-DIOXOPYRROLIDIN-1-YL)PROPANAMIDE O=C1N(C(CC1)=O)CCC(=O)N